5-chloro-3-[1-[2-(2,2-difluoroethoxy)-4-pyridyl]-2,2-difluoro-ethoxy]-1-methyl-pyrazolo[3,4-c]pyridazine ClC=1C=C2C(=NN1)N(N=C2OC(C(F)F)C2=CC(=NC=C2)OCC(F)F)C